C(C)OC1=NN(C(=C1)C)C1=NC(=CC=C1C(C)O)N1C=NC2=C1C=CC(=C2)NC=2N=NC(=CC2)C 1-[2-(3-ethoxy-5-methyl-pyrazol-1-yl)-6-[5-[(6-methylpyridazin-3-yl)amino]benzimidazol-1-yl]-3-pyridyl]ethanol